CC1=C(C(=CC(=C1)C)C)N1C=C([C@H]2[C@H](O)[C@H](O)[C@@H](CO)O2)C(NC1=O)=O 1-(2,4,6-Trimethyl-phenyl)pseudouridine